3β-Hydroxy-20-butylamino-5α-pregnane hydrochloride Cl.O[C@@H]1C[C@@H]2CC[C@H]3[C@@H]4CC[C@H](C(C)NCCCC)[C@]4(CC[C@@H]3[C@]2(CC1)C)C